ClC1=C(C(=NN1CC1=C(C=CC=C1)F)C(=O)O)C=O.C(C)C1=NC=C(N=C1)C 2-ETHYL-5-METHYL-PYRAZINE 5-Chloro-1-(2-fluorobenzyl)-4-formyl-1H-pyrazole-3-carboxylate